sodium methyl ricinoleate C(CCCCCCC\C=C/C[C@H](O)CCCCCC)(=O)OC.[Na]